(3R)-3-(4-Chlorophenyl)-2-[(4-chlorophenyl)methyl]-3-([2-(hydroxymethyl)cyclobutyl]methoxy)-6-(2-hydroxypropan-2-yl)-2,3-dihydro-1H-isoindol-1-one ClC1=CC=C(C=C1)[C@@]1(N(C(C2=CC(=CC=C12)C(C)(C)O)=O)CC1=CC=C(C=C1)Cl)OCC1C(CC1)CO